C(#N)C=1C=CC(=NC1)C=1C=NC(=CC1NC1=NC(=NC(=C1)C)C(C)(F)F)NC(=O)NC 1-(5-cyano-4'-((2-(1,1-difluoroethyl)-6-methylpyrimidin-4-yl)amino)-[2,3'-bipyridyl]-6'-yl)-3-methylurea